N-(3-(4-amino-2-fluorophenyl)-1-methyl-1H-pyrazol-5-yl)-2-fluorobenzamide NC1=CC(=C(C=C1)C1=NN(C(=C1)NC(C1=C(C=CC=C1)F)=O)C)F